iron-silicon-chromium-aluminum [Al].[Cr].[Si].[Fe]